N1(CCNCC1)C(C)=O 1-(1-piperazinyl)-1-ethanone